mercaptotetrahydropyrrole SN1CCCC1